CC(C(=O)O)CC(=O)O 2-methyl-succinic acid